methyl 4-bromo-3-(2-((tert-butoxycarbonyl)amino)ethoxy)-5-methoxy-2-nitrobenzoate BrC1=C(C(=C(C(=O)OC)C=C1OC)[N+](=O)[O-])OCCNC(=O)OC(C)(C)C